4,5-dimethyl-2-(3-methylnaphthalen-1-yl)quinoline CC1=CC(=NC2=CC=CC(=C12)C)C1=CC(=CC2=CC=CC=C12)C